C1(CC1)COC(C(=O)N[C@@H]1COC2=C([C@H]1OC)C=CC=C2)C2=CC=C(C=C2)F 2-(Cyclopropylmethoxy)-2-(4-fluorophenyl)-N-((trans)-4-methoxy-3,4-dihydro-2H-1-benzopyran-3-yl)acetamid